O=C1NC(CCC1N1C(C2=CC=C(C=C2C1=O)N1CC(C1)C(=O)N1CCN(CC1)C1=NC(=CC=C1)C1=CN=C2N1N=C(C=C2)N2[C@H](CCC2)C2=CC(=CC=C2)F)=O)=O 2-(2,6-dioxopiperidin-3-yl)-5-(3-(4-(6-(6-((R)-2-(3-fluorophenyl)pyrrolidin-1-yl)imidazo[1,2-b]pyridazin-3-yl)pyridin-2-yl)piperazine-1-carbonyl)azetidin-1-yl)isoindoline-1,3-dione